4-Iodophenylethane IC1=CC=C(C=C1)CC